COC1=CC=C(CNC(=O)NC2CC3(CN(C3)CC3=CC(=NC=C3)C)C2)C=C1 1-(4-methoxybenzyl)-3-(2-(2-methylisonicotinyl)-2-azaspiro[3.3]heptan-6-yl)urea